N-acetyl-2,6-dihydroxy-3'-methyl-4-pentyl-[1,1'-biphenyl]-3-carboxamide C(C)(=O)NC(=O)C=1C(=C(C(=CC1CCCCC)O)C1=CC(=CC=C1)C)O